BrC=1SC=C(C1C1=C(C(=CC=C1)F)F)OC 2-bromo-3-(2,3-difluorophenyl)-4-methoxythiophene